C1(CCCCC1)P(C1=C(C=CC=C1)C1=C(C=CC=C1N(C)C)N(C)C)C1CCCCC1 2-Dicyclohexylphosphino-2',6'-bis(N,N-dimethylamino)-1,1'-biphenyl